1-[4-(2,3,4,5,6-Pentadeuterobenzoyl)-1-piperidinyl]ethanone [2H]C1=C(C(=O)C2CCN(CC2)C(C)=O)C(=C(C(=C1[2H])[2H])[2H])[2H]